C(C)(=O)OC1C(OCC1)N1C2=NC(=NC(=C2N(C1=O)CC1CC1)OC)N 2-(2-amino-7-(cyclopropyl methyl)-6-methoxy-8-oxo-7,8-dihydro-9H-purin-9-yl)tetrahydrofuran-3-yl acetate